C(C1=CC=CC=C1)NC1=NC(=NN2C1=CC=C2C(C)O)N2C(=CC=1C(=CC=CC21)C(=O)N)C 1-(4-(benzylamino)-7-(1-hydroxyethyl)pyrrolo[2,1-f][1,2,4]triazin-2-yl)-2-methyl-1H-indole-4-carboxamide